NC1=NC=CC=C1C#CC[C@@H](C(=O)OC)NC(=O)OC(C)(C)C methyl (2S)-5-(2-aminopyridin-3-yl)-2-{[(tert-butoxy) carbonyl]amino}pent-4-ynoate